(S)-1-(2-(2-methylbenzoyl)hydrazinecarbonyl)-N-(pyridin-3-yl)pyrrolidine-2-carboxamide CC1=C(C(=O)NNC(=O)N2[C@@H](CCC2)C(=O)NC=2C=NC=CC2)C=CC=C1